N-((S)-(4,4-Difluorocyclohexyl)(5-((R)-2-hydroxy-1-((S)-2-oxo-4-(trifluoromethyl)-imidazolidin-1-yl)ethyl)benzo[d]oxazol-2-yl)methyl)-4-methyl-1,2,5-oxadiazole-3-carboxamide FC1(CCC(CC1)[C@H](NC(=O)C1=NON=C1C)C=1OC2=C(N1)C=C(C=C2)[C@H](CO)N2C(N[C@@H](C2)C(F)(F)F)=O)F